1-(3-bromo-2-methylphenoxy)tricyclo[3.3.1.13,7]decane BrC=1C(=C(OC23CC4CC(CC(C2)C4)C3)C=CC1)C